N-(2-Amino-ethyl)-N'-cyclopentadecylmethyl-ethane-1,2-diamine NCCNCCNCC1CCCCCCCCCCCCCC1